3-(4'-Fluoro-2'-(4-methyl-4H-1,2,4-triazol-3-yl)-[1,1'-biphenyl]-3-yl)-6-((isobutylamino)methyl)-8-(trifluoromethyl)quinazolin-4(3H)-one FC1=CC(=C(C=C1)C1=CC(=CC=C1)N1C=NC2=C(C=C(C=C2C1=O)CNCC(C)C)C(F)(F)F)C1=NN=CN1C